(3R)-3-({2-[4-(difluoromethoxy)phenyl][1,2,4]triazolo[1,5-c]quinazolin-5-yl}amino)azepan-2-one FC(OC1=CC=C(C=C1)C1=NN2C(=NC=3C=CC=CC3C2=N1)N[C@H]1C(NCCCC1)=O)F